CCCCCCCCCCCCCCCCCCCCCC(=O)O[C@H](COC(=O)CCCC/C=C\C/C=C\C/C=C\CCCCC)COP(=O)([O-])OCC[N+](C)(C)C 1-(6Z,9Z,12Z-octadecatrienoyl)-2-docosanoyl-glycero-3-phosphocholine